COC1=C(C#N)C=CC(=C1)[C@@H]1[C@H](C1)B1OC(C(O1)(C)C)(C)C 2-methoxy-4-((1S,2S)-2-(4,4,5,5-tetramethyl-1,3,2-dioxaborolan-2-yl)cyclopropyl)benzonitrile